1,3,5-trimethyl-2-((E)-2-((1r,2r)-2-(p-tolyl)cyclopropyl)vinyl)benzene CC1=C(C(=CC(=C1)C)C)\C=C\[C@@H]1[C@@H](C1)C1=CC=C(C=C1)C